C1(=CC=CC=C1)CCC(=O)N1CCN(CC1)C1=CC=C(C=N1)N1C(OC(C1)CNC(C)=O)=O N-[(3-{6-[4-(3-phenylpropionyl)piperazin-1-yl]pyridin-3-yl}-2-oxazolidinone-5-yl)methyl]acetamide